C1=CC(=CC(=C1)N)C(=O)N The molecule is a substituted aniline that is benzamide in which one of the meta- hydrogens is replaced by an amino group. It has a role as an EC 2.4.2.30 (NAD(+) ADP-ribosyltransferase) inhibitor. It is a member of benzamides and a substituted aniline.